5-ethyldihydro-5-phenyl-4,6(1H,5H)-pyrimidinedione C(C)C1(C(NCNC1=O)=O)C1=CC=CC=C1